N-hydroxy-4-(4-(4-methoxyphenyl)-2-oxopyridin-1(2H)-yl)-2-methyl-2-(methylsulfonyl)butanamide ONC(C(CCN1C(C=C(C=C1)C1=CC=C(C=C1)OC)=O)(S(=O)(=O)C)C)=O